chloro(cyclohexene) platinum [Pt].ClC1=CCCCC1